FC(C(=O)O)(F)F.ClC=1C=C(OC2CCC(CC2)NC(=O)C2=CC=C(N=N2)N2CCN(CC2)CC(=O)O)C=CC1C#N 2-(4-(6-(((1r,4r)-4-(3-Chloro-4-cyanophenoxy)cyclohexyl)carbamoyl)pyridazin-3-yl)piperazin-1-yl)acetic acid, trifluoroacetic acid salt